N-hydroxy-1-(4-methoxybenzyl)-1H-indole-6-carboxamide ONC(=O)C1=CC=C2C=CN(C2=C1)CC1=CC=C(C=C1)OC